1-(azetidin-1-yl)-2-[3-[4-[8-chloro-7-[(2-methyl-3H-benzimidazol-5-yl)oxy]quinoxalin-2-yl]pyrazol-1-yl]azetidin-1-yl]ethanone N1(CCC1)C(CN1CC(C1)N1N=CC(=C1)C1=NC2=C(C(=CC=C2N=C1)OC1=CC2=C(N=C(N2)C)C=C1)Cl)=O